4-((5-(cyclopropylmethyl)-1-methyl-1H-pyrazol-3-yl)methyl)-1-methyl-1H-pyrazol C1(CC1)CC1=CC(=NN1C)CC=1C=NN(C1)C